3-(5-bromo-2-chlorophenyl)-6-(trifluoromethyl)pyrimidine-2,4(1H,3H)-dione BrC=1C=CC(=C(C1)N1C(NC(=CC1=O)C(F)(F)F)=O)Cl